2-(5-(benzyloxy)-4-chloro-2-nitrophenyl)acetonitrile C(C1=CC=CC=C1)OC=1C(=CC(=C(C1)CC#N)[N+](=O)[O-])Cl